NNC1=NC(N([C@H]2[C@H](O)[C@H](O)[C@@H](CO)O2)C=C1)=O N4-Amino-cytidine